potassium 2-[2-amino-4-(trifluoromethyl)phenyl]-2-oxo-acetate NC1=C(C=CC(=C1)C(F)(F)F)C(C(=O)[O-])=O.[K+]